4-[(1RS,2SR)-1-{6-[5-(difluoromethyl)-1,3,4-oxadiazol-2-yl]-1-oxo-1,3-dihydro-2H-isoindol-2-yl}-2-hydroxy-2-phenylethyl]benzonitrile FC(C1=NN=C(O1)C1=CC=C2CN(C(C2=C1)=O)[C@@H]([C@H](C1=CC=CC=C1)O)C1=CC=C(C#N)C=C1)F |r|